chloropropyltris(methoxy)ethoxysilane ClCCC[SiH2]OCC(OC)(OC)OC